(methylthio)quinazolin-4-ol CSC1=NC2=CC=CC=C2C(=N1)O